[2-methyl-3-(3-sulfanylpropanoyloxy)-2-(3-sulfanylpropanoyloxymethyl)propyl]3-sulfanylpropanoate CC(COC(CCS)=O)(COC(CCS)=O)COC(CCS)=O